3-(3-cyclopropyl-4-(5-fluoro-6-methylpyridin-2-yl)-1H-pyrazol-1-yl)-1-((trimethylsilyl)oxy)cyclobutane-1-carbonitrile C1(CC1)C1=NN(C=C1C1=NC(=C(C=C1)F)C)C1CC(C1)(C#N)O[Si](C)(C)C